C1(CC1)N1C(C(C=2C1=CC=1C(=NN=C(C1C2)C)N[C@H](C)C2=C(C(=CC=C2)C(CO)(F)F)F)(C)OC)=O 1-cyclopropyl-3-methoxy-3,5-dimethyl-8-[[(1R)-1-[3-(1,1-difluoro-2-hydroxy-ethyl)-2-fluoro-phenyl]ethyl]amino]pyrrolo[2,3-g]phthalazin-2-one